C(C)(C)(C)[S@@](=O)N[C@@H]1C=2C=NC=CC2CC12CCN(CC2)C(=O)OC(C)(C)C tert-butyl (7S)-7-[[(R)-tert-butylsulfinyl]amino]spiro[5,7-dihydrocyclopenta[c]pyridine-6,4'-piperidine]-1'-carboxylate